C(C)(C)(C)OC(=O)N1C[C@@H]2[C@H](OCC3=C(N2CC1)N=CC(=C3)C(F)(F)F)C (7R,7AR)-7-methyl-3-(trifluoromethyl)-7a,8,10,11-tetrahydro-5H-pyrazino[2,1-c]Pyrido[2,3-e][1,4]Oxazepine-9(7H)-carboxylic acid tert-butyl ester